O1CCCC2=CC=C(C=C12)CC#N Chroman-7-yl-acetonitrile